5-[5-(methanesulfonamidomethyl)benzothien-2-yl]-[1,2,4]triazole CS(=O)(=O)NCC=1C=CC2=C(C=C(S2)C2=NC=NN2)C1